N-(5-(6-(9-oxa-3,7-diazabicyclo[3.3.1]nonan-3-yl)-[1,2,4]triazolo[1,5-a]pyridin-2-yl)-8-(methylamino)-2,7-naphthyridin-3-yl)cyclopropanecarboxamide 2,2,2-trifluoroacetate FC(C(=O)O)(F)F.C12CN(CC(CNC1)O2)C=2C=CC=1N(C2)N=C(N1)C1=C2C=C(N=CC2=C(N=C1)NC)NC(=O)C1CC1